(E)-2-{5-[(pyrrolidin-1-yl)methyl]pyridin-2-yl}ethylene N1(CCCC1)CC=1C=CC(=NC1)C=C